4-(1H-imidazol-1-yl)-N-((1r,4r)-4-((2,2,2-trifluoroethyl)amino)cyclohexyl)pyrimidine-2-carboxamide N1(C=NC=C1)C1=NC(=NC=C1)C(=O)NC1CCC(CC1)NCC(F)(F)F